amino-N-(methyl-d3)-2,3-dihydrobenzofuran-4-carboxamide NC1OC=2C(C1)=C(C=CC2)C(=O)NC([2H])([2H])[2H]